CCC(C)[Sn] 3-n-butyltin